BrC1=C2C=NN(C2=CC2=C1C(=CC2(F)F)C#C[Si](C(C)C)(C(C)C)C(C)C)C2OCCCC2 4-bromo-7,7-difluoro-1-(tetrahydro-2H-pyran-2-yl)-5-((triisopropylsilyl)ethynyl)-1,7-dihydrocyclopenta[f]indazole